2-anilino-6-chloro-4-methyl-3-cyanopyridine N(C1=CC=CC=C1)C1=NC(=CC(=C1C#N)C)Cl